9-(Methyl(7H-pyrrolo[2,3-d]pyrimidin-4-yl)amino)-N-(thiazol-2-yl)-3-azaspiro[5.5]undecan-3-carboxamid CN(C1CCC2(CCN(CC2)C(=O)NC=2SC=CN2)CC1)C=1C2=C(N=CN1)NC=C2